1-(2-oxa-6-azaspiro[3.3]hept-6-yl)ethan-1-one C1OCC12CN(C2)C(C)=O